N-(4-{1-[(5-methylpyrazin-2-yl)carbonyl]piperidin-4-yl}butyl)thieno[2,3-c]pyridine-2-carboxamide CC=1N=CC(=NC1)C(=O)N1CCC(CC1)CCCCNC(=O)C1=CC=2C(=CN=CC2)S1